OCC(=O)N1CCC(CC1)N1N=C(C=C1)C1=CC(=C(C=C1)NC1=NC=C(C(=N1)NC1=C(C(=O)NOC)C=CC=C1)C(F)(F)F)OC 2-({2-[(4-{1-[1-(2-hydroxyacetyl)piperidin-4-yl]pyrazol-3-yl}-2-methoxyphenyl)amino]-5-(trifluoromethyl)pyrimidin-4-yl}amino)-N-methoxybenzamide